N-{(2S,3R)-4,4-Difluoro-1-(2-hydroxy-2-methylpropanoyl)-2-[(2,3',5'-trifluoro[1,1'-biphenyl]-3-yl)methyl]-pyrrolidin-3-yl}methansulfonamid FC1([C@@H]([C@@H](N(C1)C(C(C)(C)O)=O)CC=1C(=C(C=CC1)C1=CC(=CC(=C1)F)F)F)NS(=O)(=O)C)F